C1=CC=CC=2C3=CC=CC=C3C(C12)COC(=O)N[C@@H](CC1=CN(C2=CC(=CC=C12)O[Si](C)(C)C(C)(C)C)C(=O)OC(C)(C)C)C(=O)OC tert-butyl (S)-3-(2-((((9H-fluoren-9-yl)methoxy)carbonyl)amino)-3-methoxy-3-oxopropyl)-6-((tert-butyldimethylsilyl)oxy)-1H-indole-1-carboxylate